5-(aminomethyl)-2-fluorobenzoic acid NCC=1C=CC(=C(C(=O)O)C1)F